methyl 4-amino-3-(((1-(difluoromethyl)-1H-imidazol-5-yl)methyl)amino)benzoate NC1=C(C=C(C(=O)OC)C=C1)NCC1=CN=CN1C(F)F